(2-methylsulfanylphenyl)boronic acid CSC1=C(C=CC=C1)B(O)O